7a-(4-bromophenyl)-4b,5-dihydroxy-N-(2-hydroxyethyl)-4-methoxy-7-phenyl-4b,6,7,7a-tetrahydro-5H-cyclopenta[4,5]furo[2,3-c]pyridine-6-carboxamide BrC1=CC=C(C=C1)C12C(C3=C(C=NC=C3OC)O1)(C(C(C2C2=CC=CC=C2)C(=O)NCCO)O)O